cis-linoleic acid methyl ester COC(CCCCCCC\C=C/C\C=C/CCCCC)=O